C(C)(C)(C)OC(=O)N1C2CNC2CC1.N1=C(C=NC=C1)C(=O)N pyrazine-2-carboxamide tert-Butyl-2,6-diazabicyclo[3.2.0]heptane-2-carboxylate